ClC1=CN=C2N1C=C(C=N2)C=2C=CN1N=C(N=CC12)N[C@@H]1C[C@@H](C1)N1CCN(CC1)C 5-(3-chloroimidazo[1,2-a]pyrimidin-6-yl)-N-(cis-3-(4-methylpiperazin-1-yl)cyclobutyl)pyrrolo[2,1-f][1,2,4]triazin-2-amine